CN1N=CC(=C1)C(C)N 1-(1-methyl-1H-pyrazol-4-yl)ethylamine